[Cl-].C(C)[NH+]1CCC(CC1)CC 1,4-diethylpiperidinium chloride